2-(4,6-dichloro-1,3,5-triazin-2-yl)-5-[9,12,15-tris(oxiran-2-ylmethoxy)pentadecoxy]phenol ClC1=NC(=NC(=N1)Cl)C1=C(C=C(C=C1)OCCCCCCCCC(CCC(CCCOCC1OC1)OCC1OC1)OCC1OC1)O